FC(C=1N=C(C2=C(N1)C=NN2)O)(F)F 5-(trifluoromethyl)-1H-pyrazolo[4,3-d]Pyrimidin-7-ol